COC(=O)C=1C=CC2=C(NC(O2)C2=CC(=NC=C2)Br)C1 2-(2-bromopyridin-4-yl)-2,3-dihydrobenzo[d]oxazole-5-carboxylic acid methyl ester